C1(=CC=CC=C1)[Eu+2] (monophenyl)europium (III)